CC(C=NC1CCC(CC1)CC1CCC(CC1)N=CC(COC(CCCCCCCCCCC)=O)(C)C)(COC(CCCCCCCCCCC)=O)C N,N'-bis(2,2-dimethyl-3-lauroyloxypropylidene)-4,4'-methylene-bis(cyclohexylamine)